FC(C1=CC=C(C=N1)N1CCC2(CCN(CC2)C(=O)OC(C)(C)C)CC1)(F)F tert-butyl 9-(6-(trifluoromethyl)pyridin-3-yl)-3,9-diazaspiro[5.5]undecane-3-carboxylate